(2s,3r)-3-amino-2-hydroxy-4-phenyl-N-(thiazol-2-ylmethyl)butyramide hydrochloride Cl.N[C@@H]([C@@H](C(=O)NCC=1SC=CN1)O)CC1=CC=CC=C1